[1,3]oxazino[5,4-c]quinolin-2-one N=1C(OC=C2C=NC=3C=CC=CC3C21)=O